CC1(OB(OC1(C)C)C1=CC=NN1)C 5-(4,4,5,5-Tetramethyl-1,3,2-dioxaborolan-2-yl)-1H-pyrazole